5-((4-(Benzo[d]isoxazol-3-yl)piperidin-1-yl)methyl)-2-(2,4-dioxotetrahydropyrimidin-1(2H)-yl)isoindoline-1,3-dione O1N=C(C2=C1C=CC=C2)C2CCN(CC2)CC=2C=C1C(N(C(C1=CC2)=O)N2C(NC(CC2)=O)=O)=O